Cl.NC1CS(CC1)(=O)=O 3-aminotetrahydrothiophene-1,1-dioxide hydrogen chloride